3-(7-(4-((S)-4-((1r,4R)-4-(3-bromo-2-methylphenoxy)cyclohexyl)butan-2-yl)piperazin-1-yl)-1-methyl-1H-indazol-3-yl)piperidine-2,6-dione BrC=1C(=C(OC2CCC(CC2)CC[C@H](C)N2CCN(CC2)C=2C=CC=C3C(=NN(C23)C)C2C(NC(CC2)=O)=O)C=CC1)C